(R)-5-cyclobutyl-2-(3-(5-(3-hydroxy-1-methyl-2-oxopyrrolidin-3-yl)isoxazol-3-yl)phenyl)thiazole-4-carboxylic acid methyl ester COC(=O)C=1N=C(SC1C1CCC1)C1=CC(=CC=C1)C1=NOC(=C1)[C@]1(C(N(CC1)C)=O)O